(2R,3R,4R,5R,6R)-5-acetamido-2-(acetoxymethyl)-6-(allyloxy)tetrahydro-2H-pyran-3,4-diyl diacetate C(C)(=O)O[C@H]1[C@H](O[C@H]([C@@H]([C@H]1OC(C)=O)NC(C)=O)OCC=C)COC(C)=O